CN(C=O)C.[Pt] platinum N,N-dimethylformamide